{2-isopropyl-6-[2-(1,1,7,7-tetramethyl-2,3,6,7-tetrahydro-1H,5H-benzo[ij]quinolizin-9-yl)ethenyl]-4H-pyran-4-ylidene}propanedinitrile C(C)(C)C=1OC(=CC(C1)=C(C#N)C#N)C=CC1=CC=2C(CCN3CCC(C(C23)=C1)(C)C)(C)C